IC1=NC2=NC=NC(=C2N1)N 8-iodoadenine